8-bromo-7-chloro-N-(2,4-dimethoxybenzyl)imidazo[1,5-a]quinoxaline-4-amine BrC1=C(C=C2N=C(C=3N(C2=C1)C=NC3)NCC3=C(C=C(C=C3)OC)OC)Cl